CN1N=NC(=C1)C=1C=C2C=C(N=CC2=CC1)NC(=O)C1CCCCC1 N-(6-(1-methyl-1H-1,2,3-triazol-4-yl)isoquinolin-3-yl)cyclohexane-1-carboxamide